C(C)S(=O)(=O)C=1C(=NC(=CC1)N1N=CN=C1)C1=NC2=C(C(=NC(=C2)C(F)(F)F)C#N)N1C 2-[3-(ethylsulfonyl)-6-(1H-1,2,4-triazol-1-yl)pyridin-2-yl]-3-methyl-6-(trifluoromethyl)-3H-imidazo[4,5-c]pyridine-4-carbonitrile